N,N-dibenzyl-3-bromo-5-chloroaniline C(C1=CC=CC=C1)N(C1=CC(=CC(=C1)Cl)Br)CC1=CC=CC=C1